C1(=CC=CC=C1)OC(=O)C1=NNC(C1)(C(=O)OC1=CC=CC=C1)C 5-methyl-4,5-dihydropyrazole-3,5-dicarboxylic acid diphenyl ester